C(CCCCCCCCCCCCCCCCCC)NC n-Nonadecylmethylamin